C[C@H]1O[C@H](CN(C1)C1=CC=CC(=N1)C=1N=C(SC1)N)C 4-(6-((2R,6S)-2,6-dimethylmorpholino)pyridin-2-yl)thiazol-2-amine